(7-{[2-(4-Chlorophenyl)imidazo[1,2-a]pyridin-3-yl]methyl}-3-oxa-7,9-diazabicyclo[3.3.1]non-9-yl)(pyrrolidin-1-yl)methanon ClC1=CC=C(C=C1)C=1N=C2N(C=CC=C2)C1CN1CC2COCC(C1)N2C(=O)N2CCCC2